((cyclopropylmethyl)amino)-N-(1-methyl-3-(pyridin-2-yl)-1H-pyrazol-4-yl)-[2,4'-bipyridine]-6-carboxamide C1(CC1)CNC=1C(=NC(=CC1)C(=O)NC=1C(=NN(C1)C)C1=NC=CC=C1)C1=CC=NC=C1